IRON SODIUM HYDROXYSULFIDE OSO.[Na].[Fe]